[Sb].[Ag].[Sn] tin-silver-Antimony